[Bi].C(=N[2H])N formamidine-d Bismuth